C(N)(=O)C1=CC(=NC2=C1N=CN=C2N[C@@H]2CN(C[C@H](C2)F)C(=O)OC(C)(C)C)C2=CC=C(C=C2)OCC(C)(C)O tert-butyl (3s,5s)-3-({8-carbamoyl-6-[4-(2-hydroxy-2-methylpropyloxy) phenyl] pyrido[3,2-d]pyrimidin-4-yl} amino)-5-fluoropiperidine-1-carboxylate